NC=1C=C(C(=NC1)F)[C@H]1N(CCCC1)C(=O)OC(C)(C)C tert-butyl (S)-2-(5-amino-2-fluoropyridin-3-yl)piperidine-1-carboxylate